(E)-3-(3-cyano-1H-indazol-6-yl)-N-(6-methoxy-2,4-dimethylpyridin-3-yl)acrylamide C(#N)C1=NNC2=CC(=CC=C12)/C=C/C(=O)NC=1C(=NC(=CC1C)OC)C